C(C)OC(CS(=O)C1=C(C=C(C(=O)O)C=C1)F)=O 4-((2-ethoxy-2-oxoethyl)sulfinyl)-3-fluorobenzoic acid